4-[[2-(6-oxo-2,5-diazaspiro[3.5]nonane-2-carbonyl)-2-azaspiro[3.3]heptan-6-yl]methyl]-2-(trifluoromethyl)benzonitrile O=C1NC2(CN(C2)C(=O)N2CC3(C2)CC(C3)CC3=CC(=C(C#N)C=C3)C(F)(F)F)CCC1